(1r,4r)-4-{1-[3-(4-{4-fluoro-2-[(3R)-3-methylmorpholine-4-carbonyl]phenyl}-1-methyl-1H-indazol-6-yl)azetidin-1-yl]ethyl}cyclohexane-1-amine FC1=CC(=C(C=C1)C1=C2C=NN(C2=CC(=C1)C1CN(C1)[C@H](C)C1CCC(CC1)N)C)C(=O)N1[C@@H](COCC1)C